OCCCN(CCCC(=O)NCCCCCCCC\C=C/CCCCCCCC)CCCC(=O)NCCCCCCCC\C=C/CCCCCCCC 4,4'-((3-hydroxypropyl)azanediyl)bis(N-((Z)-octadec-9-en-1-yl)butanamide)